methyl 2-(4,4-difluoropiperidin-1-yl)-6-methylpyrimidine-4-carboxylate FC1(CCN(CC1)C1=NC(=CC(=N1)C(=O)OC)C)F